COCC1=CC=C(C=N1)CC(=O)N(C)C1CCN(CC1)CC(=O)C1=CC=C(C=C1)OC 2-(6-(methoxymethyl)pyridin-3-yl)-N-(1-(2-(4-methoxyphenyl)-2-oxoethyl)piperidin-4-yl)-N-methylacetamide